ClC1=NC=C(C(=C1)C1=C(C=NC(=C1)C)C(=O)NC=1SC2=C(N1)CN(C2)C(C2=NC=C(C=C2Cl)OC(F)F)=O)OC 2'-chloro-N-(5-(3-chloro-5-(difluoromethoxy)picolinoyl)-5,6-dihydro-4H-pyrrolo[3,4-d]thiazol-2-yl)-5'-methoxy-6-methyl-[4,4'-bipyridine]-3-carboxamide